2,2'-((([1,1'-biphenyl]-4,4'-diylbis(4,5-diphenyl-1H-imidazole-1,2-diyl))bis(4,1-phenylene))bis(oxy))bis(acetylhydrazine) C1(=CC=C(C=C1)N1C(=NC(=C1C1=CC=CC=C1)C1=CC=CC=C1)C1=CC=C(C=C1)ONNC(C)=O)C1=CC=C(C=C1)N1C(=NC(=C1C1=CC=CC=C1)C1=CC=CC=C1)C1=CC=C(C=C1)ONNC(C)=O